R-3-hydroxybutyl R-3-hydroxybutyrate O[C@@H](CC(=O)OCC[C@@H](C)O)C